Zinc Phosphorus 4-chloro-2,5-difluoro-N-(phenylcarbamoyl)benzamide methyl-3'-amino-[1,1'-biphenyl]-3-carboxylate COC(=O)C=1C=C(C=CC1)C1=CC(=CC=C1)N.ClC1=CC(=C(C(=O)NC(NC2=CC=CC=C2)=O)C=C1F)F.[P].[Zn]